rac-2-[tert-butyl(dimethyl)silyl]oxy-N-methyl-1-(4-nitro-2-pyridyl)ethanamine [Si](C)(C)(C(C)(C)C)OC[C@H](NC)C1=NC=CC(=C1)[N+](=O)[O-] |r|